ClC1=C(C=CC(=C1)Cl)CN1C(CCC1CC(N1CCCCC1)=O)=O 1-[(2,4-dichlorophenyl)methyl]-5-(2-oxo-2-piperidin-1-ylethyl)pyrrolidin-2-one